2,5-dichloro-4-methylbenzoyl chloride ClC1=C(C(=O)Cl)C=C(C(=C1)C)Cl